6-[(3,5-dimethyl-1H-1,2,4-triazol-1-yl)methoxy]-2-(1-ethyl-3-phenyl-1H-1,2,4-triazol-5-yl)-N-methylpyridine-3-sulfonamide CC1=NN(C(=N1)C)COC1=CC=C(C(=N1)C1=NC(=NN1CC)C1=CC=CC=C1)S(=O)(=O)NC